hydroxy-16-methyl-5-methylsulfonyl-2,4,6,10,21-pentazatetracyclo[15.3.1.02,10.03,8]henicosa-1(21),3,5,7,12,17,19-heptaen-9-one OC=1N=C(N=C2N3C=4C=CC=C(C(CCC=CCN3C(C12)=O)C)N4)S(=O)(=O)C